C(CCCCCCC)[Si](OC(C)C)(OC(C)C)OC(C)C n-Octyltriisoprop-oxysilan